BrC1=CC=CC2=C1CN(S2(=O)=O)C 4-bromo-2-methyl-2,3-dihydrobenzo[d]isothiazole 1,1-dioxide